FC1=C(C=CC(=C1)F)NC(=O)CCCCCCCNCCC1=CC=C(C=C1)SC(C(=O)O)(C)C 2-[[4-[2-[[[(2,4-difluorophenyl)amino]carbonyl]heptylamino]ethyl]phenyl]thio]-2-methyl-propanoic acid